O=C1NC(CCC1N1CC2=CC(=C(C=C2C1=O)CC(=O)O)F)=O 2-(2-(2,6-dioxopiperidin-3-yl)-6-fluoro-3-oxoisoindolin-5-yl)acetic acid